(3R)-3-[1,4-dimethyl-7-(trifluoromethoxy)-1H-benzotriazol-5-yl]-3-[7-(hydroxymethyl)-1-benzothien-5-yl]propionic acid ethyl ester C(C)OC(C[C@H](C=1C=C(C2=C(C=CS2)C1)CO)C1=C(C2=C(N(N=N2)C)C(=C1)OC(F)(F)F)C)=O